CC(=CC(=O)NC1=CC(=CC=C1)NC(NC1=CC=CC=C1)=O)C 3-methyl-N-{3-[(phenylcarbamoyl)amino]-phenyl}but-2-enamide